(R)-2-(4-(4-(difluoromethyl)-3-methoxybenzyl)-2-(2-isopropylphenyl)piperazin-1-yl)-7-azaspiro[3.5]nonane FC(C1=C(C=C(CN2C[C@H](N(CC2)C2CC3(C2)CCNCC3)C3=C(C=CC=C3)C(C)C)C=C1)OC)F